CC1(OB(OC1(C)C)C=1C=C2CC(CC2=CC1)NC(OC(C)(C)C)=O)C tert-butyl N-[5-(4,4,5,5-tetramethyl-1,3,2-dioxaborolan-2-yl)indan-2-yl]carbamate